FC=1C(=NC=CC1CC=1C=NC=C(C1C)NC1=C(C=C(C=C1)CC(C)C)F)N 3-fluoro-4-[[5-(2-fluoro-4-isobutyl-anilino)-4-methyl-3-pyridyl]methyl]pyridin-2-amine